methyl-4-[(1-methylcyclopropyl)amino]-N-[2-(morpholin-4-yl)pyrimidin-5-yl]furo[2,3-d]pyrimidine-5-carboxamide CC=1N=C(C2=C(N1)OC=C2C(=O)NC=2C=NC(=NC2)N2CCOCC2)NC2(CC2)C